N-(1-(4-(1,1-difluoroethyl)pyrimidin-2-yl)-3-morpholino-1H-pyrazolo[4,3-c]pyridin-6-yl)-3-methoxypropionamide FC(C)(F)C1=NC(=NC=C1)N1N=C(C=2C=NC(=CC21)NC(CCOC)=O)N2CCOCC2